O=C1CCN2[C@@H](CCC2C1)C(=O)OC methyl (3S)-7-oxooctahydroindolizine-3-carboxylate